C(C=C)(=O)N1CCN(CC1)C1(CCOCC1)C1=CC=C(C=C1)[C@H](C)NC=1N=C(C2=C(N1)N(C(C=C2)=O)C(C)C)C#N 2-{[(1S)-1-{4-[4-(4-acryloylpiperazin-1-yl)tetrahydro-2H-pyran-4-yl]phenyl}ethyl]amino}-7-oxo-8-(propan-2-yl)-7,8-dihydropyrido[2,3-d]pyrimidin-4-carbonitril